CC(CC(=O)OC[C@H]1O[C@@]([C@@H]([C@@H]1OC(CC1CCCCC1)=O)O)(C#N)C1=CC=C2C(=NC=NN21)N)C ((2R,3S,4R,5R)-5-(4-aminopyrrolo[2,1-f][1,2,4]triazin-7-yl)-5-cyano-3-(2-cyclohexylacetoxy)-4-hydroxytetrahydrofuran-2-yl)methyl 3-methylbutanoate